CC1(CCC=2C(=NNC2C1)C=1NC2=CC(=CC=C2C1)C(=O)N1CCN(CC1)CC1CCN(CC1)C1=NC=C(C=N1)C1C(NC(CC1)=O)=O)C 3-(2-(4-((4-(2-(6,6-dimethyl-4,5,6,7-tetrahydro-1H-indazol-3-yl)-1H-indole-6-carbonyl)piperazin-1-yl)methyl)piperidin-1-yl)pyrimidin-5-yl)piperidine-2,6-dione